4-((2R,4s,6S)-2-cyano-7-((5,7-dimethyl-1H-indol-4-yl)methyl)-7-azaspiro[3.5]nonan-6-yl)benzamide C(#N)C1CC2(C1)C[C@H](N(CC2)CC2=C1C=CNC1=C(C=C2C)C)C2=CC=C(C(=O)N)C=C2